OCCOP([O-])(=O)OP(=O)([O-])[O-] Hydroxyethyldiphosphate